(4-(((1R,4R)-4-aminocyclohexyl)(2-(tetrahydro-2H-pyran-4-yl)ethyl)amino)-1-oxoisoindolin-2-yl)piperidine-2,6-dione hydrochloride Cl.NC1CCC(CC1)N(C1=C2CN(C(C2=CC=C1)=O)N1C(CCCC1=O)=O)CCC1CCOCC1